C(C1=CC=CC=C1)(=O)O[C@@H]1[C@](O[C@H](C1)N1C(N=C(C(=C1)F)N)=O)(COC(C1=CC=CC=C1)=O)N=[N+]=[N-] (2R,3S,5R)-5-(4-amino-5-fluoro-2-oxopyrimidin-1(2H)-yl)-2-azido-2-((benzoyloxy)methyl)tetrahydrofuran-3-yl benzoate